[Mn].FC(S(=O)(=O)O)(F)F.FC(S(=O)(=O)O)(F)F bis(trifluoromethanesulfonic acid) manganese